(S)-2-(3-(3-((1-cyclopropylethyl)carbamoyl)-1H-pyrazol-5-yl)phenyl)oxazole-5-carboxylic acid C1(CC1)[C@H](C)NC(=O)C1=NNC(=C1)C=1C=C(C=CC1)C=1OC(=CN1)C(=O)O